sodium phenyldimethylsilolate C1(=CC=CC=C1)C=1C(=C([SiH](C1)C(=O)[O-])C)C.[Na+]